(R/S)-3-(3-((4,4-Dimethyl-1,1-dioxido-3,4-dihydro-2H-benzo[b][1,4,5]oxathiazepin-2-yl)methyl)-4-methylphenyl)-3-(1-ethyl-4-methyl-1H-benzo[d][1,2,3]triazol-5-yl)propanoic acid CC1(CN(S(C2=C(O1)C=CC=C2)(=O)=O)CC=2C=C(C=CC2C)[C@@H](CC(=O)O)C2=C(C1=C(N(N=N1)CC)C=C2)C)C |r|